ClC1=C(C(=CC=C1Cl)O)C1CC(N(C1)CCS(=O)(=O)C)=O 4-(2,3-Dichloro-6-hydroxyphenyl)-1-(2-(methylsulfonyl)ethyl)pyrrolidin-2-one